OCCN1N=CC(=C1)C1=CC=NC2=C(C=CC=C12)NC(C1=CN=C(C=C1)OC(C)C)=O N-(4-(1-(2-hydroxyethyl)-1H-pyrazol-4-yl)quinolin-8-yl)-6-isopropoxynicotinamide